O=S1(CCN(CC1)C(=O)C1=C(C=C(C=C1)NC(=O)C1CC1)N1C2COC(C1)C2)=O N-[4-(1,1-dioxo-1,4-thiazinane-4-carbonyl)-3-(2-oxa-5-azabicyclo[2.2.1]heptan-5-yl)phenyl]cyclopropanecarboxamid